methyl (Z)-3-(((4-(N-methyl-2-(4-methylpiperazin-1-yl)acetamido)phenyl)amino)(3-nitrophenyl)methylene)-2-oxoindoline-5-carboxylate CN(C(CN1CCN(CC1)C)=O)C1=CC=C(C=C1)N\C(=C\1/C(NC2=CC=C(C=C12)C(=O)OC)=O)\C1=CC(=CC=C1)[N+](=O)[O-]